Cl.N[C@@H](CNC(=O)C=1NC2=CC=CC=C2C1C1=C(C=CC=C1)F)C(CCN)O N-((2S)-2,5-diamino-3-hydroxypentyl)-3-(2-fluorophenyl)-1H-indole-2-carboxamide hydrogen chloride salt